2-(1-cyclopropylethyl)phenol C1(CC1)C(C)C1=C(C=CC=C1)O